2-((1H-benzo[d]imidazole-2-yl)(5-chloro-2-hydroxyphenyl)methyl)-6-(4-morpholinophenyl)isoindolin-1-one N1C(=NC2=C1C=CC=C2)C(N2C(C1=CC(=CC=C1C2)C2=CC=C(C=C2)N2CCOCC2)=O)C2=C(C=CC(=C2)Cl)O